C(C)(C)(C)OC(=O)NC=1C=C(C=CC1)N1C(N(CC=2C1=NC(=NC2)NC2=CC=C(C=C2)N2CCN(CC2)C)C2CCN(C1=CC=CC=C21)C(=O)OC(C)(C)C)=O tert-butyl 4-[1-[3-(tert-butoxycarbonylamino) phenyl]-7-[4-(4-methylpiperazin-1-yl) anilino]-2-oxo-4H-pyrimido[4,5-d]pyrimidin-3-yl]-3,4-dihydro-2H-quinoline-1-carboxylate